N,N-dimethylbenzyl-ammonium chloride [Cl-].C[NH+](C)CC1=CC=CC=C1